BrC=1N(C(=C(N1)Br)Br)CCO[Si](C)(C)C(C)(C)C 2,4,5-tribromo-1-(2-((tert-butyldimethylsilyl)oxy)ethyl)-1H-imidazole